1-(4-(3-(4-(2,3-Dichlorophenyl)piperazin-1-yl)propyl)piperidin-1-yl)-3-methoxypropan-1-one ClC1=C(C=CC=C1Cl)N1CCN(CC1)CCCC1CCN(CC1)C(CCOC)=O